tert-butyl (2R,5S)-5-(cyanomethyl)-2-methyl-4-(4-methyl-5-oxo-2-(tetrahydro-2H-pyran-2-yl)-4,5-dihydro-2H-pyrazolo[4,3-b]pyridin-7-yl)piperazine-1-carboxylate C(#N)C[C@@H]1N(C[C@H](N(C1)C(=O)OC(C)(C)C)C)C=1C=2C(N(C(C1)=O)C)=CN(N2)C2OCCCC2